FC1=NC2=CC=CC=C2C(=C1)C(=O)O fluoroquinoline-4-carboxylic acid